FC1=C(C=CC=C1)SC=1NC(=CC1C#N)C1=CC=CC=C1 2-[(2-fluorophenyl)thio]-5-phenyl-1H-pyrrole-3-carbonitrile